ethyl (2-methyl-5-(5-methylpyridin-2-yl)phenyl)glycinate CC1=C(C=C(C=C1)C1=NC=C(C=C1)C)NCC(=O)OCC